NC1=C2N=CN(C2=NC=N1)C[C@@H](C)OCP(OCCCCCCCCCCCCCCCC([2H])([2H])[2H])([O-])=O.[NH4+] ammonium hexadecyl-16,16,16-d3 (R)-(((1-(6-amino-9H-purin-9-yl)propan-2-yl)oxy)methyl)phosphonate